B([O-])([O-])[O-] Orthoborat